ClC=1C=CC2=C([C@@H](C[C@@H](O2)C(=O)NC23CC(C2)(C3)N3C(OC(C3)[C@@H]3C[C@@H](C3)OC(F)(F)F)=O)O)C1 (2R,4R)-6-chloro-4-hydroxy-N-(3-{2-oxo-5-[cis-3-(trifluoromethoxy)cyclobutyl]-1,3-oxazolidin-3-yl}bicyclo[1.1.1]pentan-1-yl)-3,4-dihydro-2H-1-benzopyran-2-carboxamide